but-3-en-1-ynylbenzene C(#CC=C)C1=CC=CC=C1